tert-Butyl 6-((2R,6S)-2,6-dimethylmorpholino)quinoline-4-carboxylate C[C@H]1O[C@H](CN(C1)C=1C=C2C(=CC=NC2=CC1)C(=O)OC(C)(C)C)C